Cl.FC1(CNC1)[C@@](C=1C=C(C=NC1)C1=NOC(=N1)C1CCN(CC1)C(C)=O)(C1=CC=C(C=C1)C(C)C)O 1-[4-(3-{5-[(S)-(3-Fluoro-azetidin-3-yl)-hydroxy-(4-isopropyl-phenyl)-methyl]-pyridin-3-yl}-[1,2,4]oxadiazol-5-yl)-piperidin-1-yl]ethanone, hydrochloride salt